m-tolyl-phosphorus oxide C1(=CC(=CC=C1)P=O)C